BrC=1C(N(C(=C(C1)N1N=CC(=C1Cl)C)C1=C(C=C(C=C1)F)F)CC)=O 3-bromo-5-(5-chloro-4-methyl-1H-pyrazol-1-yl)-6-(2,4-difluorophenyl)-1-ethylpyridin-2(1H)-one